N1(C=NC=C1)CCNC(=O)NC1=CC(=C(C(=C1)C)OC1=CC(=CC(=C1)C)C=1C(=NOC1C)C)C 1-(2-(1H-imidazol-1-yl)ethyl)-3-(4-(3-(3,5-dimethylisoxazol-4-yl)-5-methylphenoxy)-3,5-dimethylphenyl)urea